COCCNC(=O)C1=CC2=C(N(C(=N2)NC=2SC3=C(N2)C=CC(=C3)OC(F)(F)F)C3CN(CC3)C)C=C1 N-(2-methoxyethyl)-1-(1-methylpyrrolidin-3-yl)-2-((6-(trifluoromethoxy)benzo[d]thiazol-2-yl)amino)-1H-benzo[d]imidazole-5-carboxamide